O=C1NC(CCC1OC=1C=CC(=C(C1)S(=O)(=O)Cl)OC)=O 5-[(2,6-dioxo-3-piperidyl)oxy]-2-methoxy-benzenesulfonyl chloride